C(C1=CC=CC=C1)N(C(=O)N1[C@H]2[C@H](N(C[C@@H]1CC2)C(N(C2=CC=CC=C2)C2=CC=CC=C2)=O)C(=O)O)CC2=CC=CC=C2 (1R,2S,5S)-8-(dibenzylcarbamoyl)-3-(diphenylcarbamoyl)-3,8-diazabicyclo[3.2.1]octane-2-carboxylic acid